2-Methyl-6-[2-(piperidin-4-yl)-1,3-benzothiazol-6-yl]imidazo[1,2-a]pyrimidin CC=1N=C2N(C=C(C=N2)C2=CC3=C(N=C(S3)C3CCNCC3)C=C2)C1